3,5-bis-(tert-butyldimethylsilyloxymethyl)-1-methanesulfonamidobenzene [Si](C)(C)(C(C)(C)C)OCC=1C=C(C=C(C1)CO[Si](C)(C)C(C)(C)C)NS(=O)(=O)C